COCCNC1=NC(=NN2C1=C(C(=C2)C=2C=NC=CC2)C2=CC=CC=C2)C=2N(C=CN2)C N-(2-Methoxyethyl)-2-(1-methyl-1H-imidazol-2-yl)-5-phenyl-6-(pyridin-3-yl)pyrrolo[2,1-f][1,2,4]triazin-4-amine